tert-butyl 4-(3-(2,5-dioxo-2,5-dihydro-1H-pyrrol-1-yl)-2-fluoro-6-(3-oxo-3-(2,3,5,6-tetrafluorophenoxy)propyl)phenoxy)butanoate O=C1N(C(C=C1)=O)C=1C(=C(OCCCC(=O)OC(C)(C)C)C(=CC1)CCC(OC1=C(C(=CC(=C1F)F)F)F)=O)F